BrC1=NC=CC(=C1F)N1CCN(CC1)CC=1C=C2CN(C(C2=CC1)=O)N1C(NC(CC1)=O)=O 1-(5-((4-(2-bromo-3-fluoropyridin-4-yl)piperazin-1-yl)methyl)-1-oxoisoindolin-2-yl)dihydropyrimidine-2,4(1H,3H)-dione